N-(2-(1-(cis-4-isopropylcyclohexyl)-3-oxo-1H-spiro[isoquinoline-4,4-piperidin]-2(3H)-yl)ethyl)formamide C(C)(C)[C@H]1CC[C@H](CC1)C1N(C(C2(CCNCC2)C2=CC=CC=C12)=O)CCNC=O